N1N=NN=C1C=1C=C(C=CC1)NC(=O)C=1C(=C(C(=O)O)C=C(C1)O)O 3-(3-(1H-tetrazol-5-yl)phenylaminocarbonyl)-2,5-dihydroxybenzoic acid